CC1=NN(C=C1NC1=NC=C(C(=N1)NCCCN1C(CCCCC1)=O)C(F)(F)F)C1CCN(CC1)C 1-(3-((2-((3-methyl-1-(1-methylpiperidin-4-yl)-1H-pyrazol-4-yl)amino)-5-(trifluoromethyl)pyrimidin-4-yl)amino)propyl)azepan-2-one